C[C@@H]1N(CC1)C1=NC=CC=2N=CN=CC21 5-((S)-2-methylazetidin-1-yl)pyrido[4,3-d]pyrimidine